ethyl 3-(hydroxymethyl)-1-methyl-1H-pyrazole-5-carboxylate OCC1=NN(C(=C1)C(=O)OCC)C